2-((6S)-3-((1S)-3-oxabicyclo[3.1.0]hexan-1-yl)-6,7-dihydro-5H-pyrrolo[2,1-c][1,2,4]triazol-6-yl)-3,4-dichlorophenol [C@@]12(COCC2C1)C=1N2C(=NN1)C[C@H](C2)C2=C(C=CC(=C2Cl)Cl)O